N(=[N+]=[N-])C1CC[C@H](OC1O)CN([S@](=O)C(C)(C)C)CC1=CC=CC=C1 (R)-N-[[(2S)-5-azido-6-hydroxy-tetrahydropyran-2-yl]methyl]-N-benzyl-2-methyl-propane-2-sulfinamide